C(C)(=O)C1C(C=2C(=NC(=CC2)OC=2C=C3C(C(C(C3=CC2)=O)C(C)=O)=O)C1=O)=O 6-acetyl-2-[(2-acetyl-1,3-dioxo-2,3-dihydro-1H-inden-5-yl)oxy]-5H,6H,7H-cyclopenta[b]pyridine-5,7-dione